2-{[6-(6-{[2-fluoro-4-(trifluoromethyl)phenyl]methoxy}pyridin-2-yl)-3-azabicyclo[4.1.0]heptan-3-yl]methyl}-3-[(2S)-oxetan-2-ylmethyl]-1,3-benzodiazole-5-carboxylic acid FC1=C(C=CC(=C1)C(F)(F)F)COC1=CC=CC(=N1)C12CCN(CC2C1)CC=1N(C2=C(N1)C=CC(=C2)C(=O)O)C[C@H]2OCC2